2-[6-amino-5-[8-[2-[3-(6-oxa-3-azabicyclo[3.2.1]octan-3-yl)prop-1-ynyl]-4-pyridyl]-3,8-diazabicyclo[3.2.1]octan-3-yl]pyridazin-3-yl]phenol NC1=C(C=C(N=N1)C1=C(C=CC=C1)O)N1CC2CCC(C1)N2C2=CC(=NC=C2)C#CCN2CC1COC(C2)C1